ClC1=C(C=CC(=C1)OCCN1CCNCC1)C=1N(C2=NC=NC(=C2N1)OC1(CC1)C)CCC=1C=NC=CC1 8-(2-chloro-4-(2-(piperazin-1-yl)ethoxy)phenyl)-6-(1-methylcyclopropoxy)-9-(2-(pyridin-3-yl)ethyl)-9H-purine